ClC1=C(C=NC=C1)N[C@@H]1CN(CC1)C(=O)OC(C)(C)C Tert-Butyl (S)-3-((4-chloropyridin-3-yl)amino)pyrrolidine-1-carboxylate